2-[(3S)-oxolan-3-yl]ethanamine O1C[C@H](CC1)CCN